CN1N=C2C(C(N(C=3C(=CC=CC23)[N+](=O)[O-])C)=O)=N1 2,5-dimethyl-6-nitro-2,5-dihydro-4H-[1,2,3]triazolo[4,5-c]quinolin-4-one